(2R,3S,4R,5R)-2-(2-(2-Amino-3-bromochinolin-7-yl)ethyl)-5-(2-amino-4-methyl-7H-pyrrolo[2,3-d]pyrimidin-7-yl)tetrahydrothiophen-3,4-diol NC1=NC2=CC(=CC=C2C=C1Br)CC[C@H]1S[C@H]([C@@H]([C@@H]1O)O)N1C=CC2=C1N=C(N=C2C)N